CC=1C=C(C=C(C1[N+](=O)[O-])C)C(=O)N1CCC(CC1)(CCC1=CC=CC=C1)COCC (3,5-dimethyl-4-nitrophenyl)(4-(ethoxymethyl)-4-phenethylpiperidin-1-yl)methanone